CN(CCN(C)CC1=C(C=CC=C1)C1=CC=C(C=C1)C=1C=CC2=C(NC(=N2)C)C1)C 6-(2'-(((2-(DiMethylamino)ethyl)(Methyl)amino)Methyl)-[1,1'-Biphenyl]-4-yl)-2-Methyl-1H-benzo[d]Imidazol